[Cl-].C(CCCCCCCCCCCCCCC)C(C1=CC=CC=C1)[N+](CC)(CC)CC cetyltriethylbenzyl-ammonium chloride